BrC1=C(C=CC(=C1)F)C=1CN(N(C1C)C1=C(C=CC=C1F)Cl)C 4-(2-bromo-4-fluorophenyl)-N-(2-chloro-6-fluorophenyl)-2,5-dimethylpyrazole